NC=1C=2N(C=CN1)C(=NC2C2=C(C=C(C=C2F)C(C2=CC(=CC=C2)C(F)(F)F)=O)OCC)[C@H]2CN1CCCC1=CC2 (6R,8aS)-6-(8-amino-1-(2-ethoxy-6-fluoro-4-(3-(trifluoromethyl)benzoyl)phenyl)imidazo[1,5-a]pyrazin-3-yl)hexahydroindolizin